9,10-dideutero-9,10-dihydro-anthracene [2H]C1C2=CC=CC=C2C(C=2C=CC=CC12)[2H]